1,3,5-tri(4-ethynylphenyl)benzene methyl-2-cyano-4-[3-(hydroxymethyl)azetidin-1-yl]benzoate COC(C1=C(C=C(C=C1)N1CC(C1)CO)C#N)=O.C(#C)C1=CC=C(C=C1)C1=CC(=CC(=C1)C1=CC=C(C=C1)C#C)C1=CC=C(C=C1)C#C